C(C)OCCN1CCCCC1 piperidinylethyl ethyl ether